FC=1C=CC(=C(C(=O)NCC2=CC=C(C=C2)C2=C(C3=C(C(=N2)N2CCCC2)C=NN3)C(=O)N)C1)OC 6-(4-((5-fluoro-2-methoxybenzamido)methyl)phenyl)-4-(pyrrolidin-1-yl)-1H-pyrazolo[4,3-c]pyridine-7-carboxamide